di(4-pentenyl) ether C(CCC=C)OCCCC=C